2,6-ditertiarybutylphenol C(C)(C)(C)C1=C(C(=CC=C1)C(C)(C)C)O